FC1=C(OC2=CC=C(C=C2)C=2C=NC=CC2)C=CC(=C1)[N+](=O)[O-] 3-(4-(2-fluoro-4-nitrophenoxy)phenyl)pyridine